3-iodobenzamide IC=1C=C(C(=O)N)C=CC1